C(#N)C1=NN(C2=CC=C(C=C12)NC1=NN2C(C(=N1)NC1CC1)=NC=C2)C 2-[(3-Cyano-1-methylindazol-5-yl)amino]-4-(cyclopropylamino)imidazo[2,1-f][1,2,4]triazine